ClC=1C=C(C=2N(N1)C(=CN2)F)N2C[C@@H](C(C2)(F)F)O (S)-1-(6-chloro-3-fluoroimidazo[1,2-b]pyridazin-8-yl)-4,4-difluoropyrrolidin-3-ol